(E)-3-ethyl-2-(oct-5-en-2-yl)cyclopent-2-en-1-one C(C)C1=C(C(CC1)=O)C(C)CC\C=C\CC